4-ethoxy-1-(4-fluorophenyl)-N-(4-methyl-3-(1H-pyrrolo[2,3-b]pyridin-4-yl)phenyl)-2-keto-1,2-dihydropyridine-3-carboxamide C(C)OC1=C(C(N(C=C1)C1=CC=C(C=C1)F)=O)C(=O)NC1=CC(=C(C=C1)C)C1=C2C(=NC=C1)NC=C2